C(C)(C)(C)OC(=O)N1CC2OC2C1 3-N-tert-butyloxycarbonyl-6-oxa-3-azabicyclo[3.1.0]hexane